(4S)-1-[2-(2,2-difluorocyclopropyl)ethyl]-5,5-difluoro-3-(trifluoromethyl)-4,6-dihydro-cyclopenta[c]pyrazol-4-ol FC1(C(C1)CCN1N=C(C2=C1CC([C@H]2O)(F)F)C(F)(F)F)F